BrC=1C=C(C(=NC1)CBr)Cl 5-bromo-2-(bromomethyl)-3-chloropyridine